1-tert-butoxycarbonyl-3-(2-chloro-3-(1,4-benzodioxan-6-yl)anilino)indazole-6-carbaldehyde C(C)(C)(C)OC(=O)N1N=C(C2=CC=C(C=C12)C=O)NC1=C(C(=CC=C1)C1=CC2=C(OCCO2)C=C1)Cl